C(CCCCCCC(C)C)O iso-decane-1-ol